OC1=CC=C2C(CCC(C2=C1)=O)(C)C 7-hydroxy-4,4-dimethyl-3,4-dihydronaphthalen-1(2H)-one